ethyl 6,7-dihydro-5H-pyrazolo[5,1-b][1,3]oxazine-2-carboxylate N1=C(C=C2OCCCN21)C(=O)OCC